C1(CC1)C=1SC2=C(N=C(N=C2C2=C(C=C(C=C2)C(F)(F)F)F)[C@H]2C[C@@H](OCC2)C=2C=NN(C2)C2CC2)N1 2-cyclopropyl-5-[(2R,4R)-2-(1-cyclopropylpyrazol-4-yl)tetrahydropyran-4-yl]-7-[2-fluoro-4-(trifluoromethyl)phenyl]thiazolo[4,5-d]pyrimidine